tert-butyl N-(tert-butoxycarbonyl)-N-(5-{[9-chloro-7-(5-fluoroindol-1-yl)-3,5-dihydro-2H-1,4-benzoxazepin-4-yl]methyl} pyridazin-3-yl)carbamate C(C)(C)(C)OC(=O)N(C(OC(C)(C)C)=O)C=1N=NC=C(C1)CN1CCOC2=C(C1)C=C(C=C2Cl)N2C=CC1=CC(=CC=C21)F